3-((R)-1-(2-((S)-amino((1r,4S)-4-fluorocyclohexyl)methyl)-7-fluorobenzo[d]-oxazol-5-yl)-2-methoxyethyl)-5-fluoropyridin-2(1H)-one N[C@H](C=1OC2=C(N1)C=C(C=C2F)[C@@H](COC)C=2C(NC=C(C2)F)=O)C2CCC(CC2)F